C(C)OC(=O)[C@@H]1CN(CCC1)C(C1=CC(=C(C=C1)[N+](=O)[O-])F)=O (S)-1-(4-nitro-3-fluorobenzoyl)piperidine-3-carboxylic acid ethyl ester